9-naphthyl-Carbazole C1(=CC=CC2=CC=CC=C12)N1C2=CC=CC=C2C=2C=CC=CC12